triglyceryl-3-oxobutanoic acid C(C(O)CO)C(C(CC(=O)O)=O)(CC(O)CO)CC(O)CO